CC1(N(CCN(C1)C(=O)C1=C(C=C(C=C1)OC)F)C(=O)C1=C(C=C(C=C1)OC)F)C (2,2-dimethylpiperazine-1,4-diyl)bis((2-fluoro-4-methoxyphenyl)methanone)